C1(CCC1)CC(O)C=1C=C(C(=O)N2CC3(C4=CC(=CC=C24)NS(=O)(=O)C)CCC2(CC3)CC2)C=CC1 N-(1''-(3-(2-cyclobutyl-1-hydroxyethyl)benzoyl)dispiro[cyclopropane-1,1'-cyclohexane-4',3''-indolin]-5''-yl)methanesulfonamide